N-acetyl-S-((4-bromobenzyl)thio)-L-cysteine C(C)(=O)N[C@@H](CSSCC1=CC=C(C=C1)Br)C(=O)O